trans-5-(3-(4-(4-amino-3-(4-phenoxyphenyl)-1H-pyrazolo[3,4-d]pyrimidin-1-yl)-3-fluoropiperidin-1-yl)-[1,3'-biazetidin]-1'-yl)-2-(2,6-dioxopiperidin-3-yl)isoindoline-1,3-dione NC1=C2C(=NC=N1)N(N=C2C2=CC=C(C=C2)OC2=CC=CC=C2)[C@H]2[C@@H](CN(CC2)C2CN(C2)C2CN(C2)C=2C=C1C(N(C(C1=CC2)=O)C2C(NC(CC2)=O)=O)=O)F